tert-Butyl N-[4-[[4-[2-[4-[(2-chlorophenyl)sulfonylamino]-2-fluoro-6-methyl-phenoxy]-3-pyridyl]pyrimidin-2-yl]amino]cyclohexyl]carbamate ClC1=C(C=CC=C1)S(=O)(=O)NC1=CC(=C(OC2=NC=CC=C2C2=NC(=NC=C2)NC2CCC(CC2)NC(OC(C)(C)C)=O)C(=C1)C)F